N-ethyl-N-methyl-9-azoniabicyclo[3.3.1]nonane C(C)[N+]1(C2CCCC1CCC2)C